COCCOC1=C(C=CC=C1)C1CCN(CC1)[C@H]1CC2(CN(C2)C2=NN=C(O2)C(=O)OCC)CC1 (R)-ethyl 5-(6-(4-(2-(2-methoxyethoxy) phenyl) piperidin-1-yl)-2-azaspiro[3.4]octan-2-yl)-1,3,4-oxadiazole-2-carboxylate